4-(5-cyano-2-methoxyphenyl)-N-(5-(4-(2-hydroxyethoxy)phenyl)thiazolo[5,4-b]pyridin-2-yl)-6-methylnicotinamide C(#N)C=1C=CC(=C(C1)C1=CC(=NC=C1C(=O)NC=1SC2=NC(=CC=C2N1)C1=CC=C(C=C1)OCCO)C)OC